FC(C(C(C(S(=O)(=O)[O-])(F)F)(F)F)(F)F)(F)F.[SH3+] sulfonium nonafluorobutanesulfonate